CC1CC(=O)OC(C1)=O 3-methylglutaric anhydride